OC(CN(CCCSSCCN1CCN(CC1)CCOC(CCCN(CC(CCCCCCC(=O)OCCCC)O)CC(CCCCCCC(=O)OCCCC)O)=O)CC(CCCCC(OC(C)C)=O)O)CCCCC(=O)OC(C)C Dibutyl 9,9'-((4-(2-(4-(2-((3-(bis(2-hydroxy-7-isopropoxy-7-oxoheptyl)amino)propyl)disulfaneyl)ethyl)piperazin-1-yl)ethoxy)-4-oxobutyl)azanediyl)bis(8-hydroxynonanoate)